CS(=O)O.C(C)N(CC)CC triethylamine methanesulfinate salt